C(CCCCCCCC(C)C)OCCOCCO diethylene glycol monoisoundecyl ether